2-([5-(3,5-Dimethoxyphenyl)-1-[2-(dimethylamino)phenyl]-1H-pyrazol-3-yl]-methoxy)-2-methylpropanoic acid COC=1C=C(C=C(C1)OC)C1=CC(=NN1C1=C(C=CC=C1)N(C)C)COC(C(=O)O)(C)C